FC(CCCC(=O)[O-])(C)F 5,5-difluorohexanoate